CC1=NSC(=N1)C=1C=CC(=C(C1)NCC(=O)OCC)N1CCCC1 Ethyl (5-(3-methyl-1,2,4-thiadiazol-5-yl)-2-(pyrrolidin-1-yl)phenyl)glycinate